1-[4-(3-chlorophenyl)piperazin-1-yl]-4-(2-methoxyphenyl)butane-1,4-dione ClC=1C=C(C=CC1)N1CCN(CC1)C(CCC(=O)C1=C(C=CC=C1)OC)=O